NC=1NC(C=2N=CN(C2N1)\C=C\1/C(C1)(COC(C(C)C)=O)CO[P@](=O)(OC1=CC=CC=C1)N[C@@H](CC(=O)OCC(CC)CC)C(=O)OCC(CC)CC)=O bis(2-ethylbutyl) ((S)-(((Z)-2-((2-amino-6-oxo-1,6-dihydro-9H-purin-9-yl)methylene)-1-((isobutyryloxy)methyl)cyclopropyl)methoxy)(phenoxy)phosphoryl)-L-aspartate